N1C=NC=C1\C=C\1/C(NC2=CC(=CC=C12)NC(=O)NC1=CC(=NN1C)C(C)(C)C)=O (Z)-1-(3-((1H-imidazol-5-yl)methylene)-2-oxindol-6-yl)-3-(3-(tert-butyl)-1-methyl-1H-pyrazol-5-yl)urea